benzyl (1R,5R)-1-(4-((3-chloro-2-fluorophenyl)amino)pyrido[3,2-d]pyrimidin-6-yl)-3-azabicyclo[3.1.0]hexane-3-carboxylate ClC=1C(=C(C=CC1)NC=1C2=C(N=CN1)C=CC(=N2)[C@]21CN(C[C@@H]1C2)C(=O)OCC2=CC=CC=C2)F